(1s,4s)-4-((5-(1-(Difluoromethyl)-1H-pyrazol-3-yl)-2-((2-(1-(ethylsulfonyl)-1H-pyrazol-3-yl)pyrimidin-4-yl)amino)pyridin-4-yl)amino)-1-methylcyclohexan-1-ol FC(N1N=C(C=C1)C=1C(=CC(=NC1)NC1=NC(=NC=C1)C1=NN(C=C1)S(=O)(=O)CC)NC1CCC(CC1)(O)C)F